COC1=CC2(CCC(N2)=O)C=CC1=O 7-Methoxy-1-azaspiro[4.5]deca-6,9-diene-2,8-dione